CC1=CC=C(O1)CC1=C(C(=O)N)C=CC=C1NC1=NC=C(C=N1)C1=CC=CC=C1 [(5-methylfuran-2-yl)methyl]-3-[(5-phenylpyrimidin-2-yl)amino]benzamide